[6-[(E)-2-[(tert-butoxycarbonylamino)methyl]-3-fluoro-allyloxy]-1-oxo-3,4-dihydroisoquinolin-2-yl]-methylphosphonic acid C(C)(C)(C)OC(=O)NC/C(/COC=1C=C2CCN(C(C2=CC1)=O)CP(O)(O)=O)=C\F